ethyl (R)-3-(1-((tert-butoxycarbonyl)amino)-3-hydroxypropyl)benzoate C(C)(C)(C)OC(=O)N[C@H](CCO)C=1C=C(C(=O)OCC)C=CC1